5-bromo-2-cyclopropylpyridin-3-amine BrC=1C=C(C(=NC1)C1CC1)N